CC1=CC=CC(=N1)C(=O)Cl 6-Methylpyridine-2-carbonyl chloride